Pentylpiperazine hydrochloride Cl.C(CCCC)N1CCNCC1